ClC=1C=C(C=C(C1)Cl)NC1=NC2=CC=CC=C2C(=N1)NCCCN(C)C N2-(3,5-dichlorophenyl)-N4-(3-(dimethylamino)propyl)quinazoline-2,4-diamine